(S)-7-(2-methyl-3-(6-(trifluoromethyl)pyridin-3-yl)propyl)-2-thia-7-azaspiro[3.5]nonane 2,2-dioxide C[C@H](CN1CCC2(CS(C2)(=O)=O)CC1)CC=1C=NC(=CC1)C(F)(F)F